C(C)OC=1C=C(C=2N(C1)N=C1C2C=NN1)C=1C=CC(=NC1)N1CCC(CC1)(C=O)NC(OC(=O)C(C)(C)C)=O tert-butylcarbonyl (1-(5-(6-ethoxy-1H-pyrazolo[3',4':3,4]pyrazolo[1,5-a]pyridin-4-yl)pyridin-2-yl)-4-formylpiperidin-4-yl)carbamate